di-(3,5-ditrifluoromethyl-phenyl)methylene(cyclopentadienyl)(2,3,6,7-tetra-tert-butylfluorenyl)zirconium dichloride [Cl-].[Cl-].FC(C=1C=C(C=C(C1)C(F)(F)F)C(=[Zr+2](C1=C(C(=CC=2C3=CC(=C(C=C3CC12)C(C)(C)C)C(C)(C)C)C(C)(C)C)C(C)(C)C)C1C=CC=C1)C1=CC(=CC(=C1)C(F)(F)F)C(F)(F)F)(F)F